COCC1=CC(=NO1)C1=NN=C2N1N=C(C1=CC=CC=C21)OCC2=NC=C(C(=O)NCCOC(F)(F)F)C=C2 6-[3-(5-Methoxymethyl-isoxazol-3-yl)-[1,2,4]triazolo[3,4-a]phthalazin-6-yloxymethyl]-N-(2-trifluoromethoxy-ethyl)-nicotinamide